1-(3-bromo-2-fluorophenyl)-3-(trifluoromethyl)-1H-pyrazole-5-carbaldehyde BrC=1C(=C(C=CC1)N1N=C(C=C1C=O)C(F)(F)F)F